CC(C)(CCN1N=C2C=C(C(=CC2=C1)[N+](=O)[O-])C1=CC=NC=C1)O 2-methyl-4-(5-nitro-6-(pyridin-4-yl)-2H-indazol-2-yl)butan-2-ol